(S)-4-(4-acryloyl-2-methylpiperazin-1-yl)-7-(2-chlorophenyl)-6-fluoro-1-(2-isopropyl-6-(methylsulfonyl)phenyl)pyridino[2,3-d]pyrimidin-2(1H)-one C(C=C)(=O)N1C[C@@H](N(CC1)C=1C2=C(N(C(N1)=O)C1=C(C=CC=C1S(=O)(=O)C)C(C)C)N=C(C(=C2)F)C2=C(C=CC=C2)Cl)C